10-methyl-25-(methylamino)-14,31-dioxa-3,10,20,22,26,30-hexazahexacyclo[19.6.2.12,5.115,19.04,9.024,28]hentriaconta-1(28),2,4(9),5,7,15(30),16,18,21(29),22,24,26-dodecaen-11-one CN1C=2C=CC=C3C2N=C(C=2C=NC(=C4C=NC(NC5=CC=CC(OCCC1=O)=N5)=CC24)NC)O3